β-4-pyridylalanine N1=CC=C(C=C1)C[C@H](N)C(=O)O